4,4,5,5-tetramethyl-2-(2,2,6,6-tetramethyl-3,6-dihydro-2H-pyran-4-yl)-1,3,2-dioxaborolane CC1(OB(OC1(C)C)C=1CC(OC(C1)(C)C)(C)C)C